BrC1=NN(C(=N1)C(=O)OC)CC[Si](C)(C)C(C)(C)C methyl 3-bromo-1-(2-(tert-butyldimethylsilyl) ethyl)-1H-1,2,4-triazole-5-carboxylate